ClC=1C=C(C=NC1)NC(=O)C1=C(N(C(=C1C)C(C(N[C@@H](C(F)(F)F)C)=O)=O)C)C (R)-N-(5-chloropyridin-3-yl)-1,2,4-trimethyl-5-(2-oxo-2-((1,1,1-trifluoropropan-2-yl)amino)acetyl)-1H-pyrrole-3-carboxamide